CC=1C=C(C(=C(C1)O)C(C)(CCCC(CCCC(CC)C)C)C)O 5-Methyl-2-(2,6,10-trimethyldodecan-2-yl)benzene-1,3-diol